C(C)(=O)NC1=C(C(=O)NC=2SC(=CN2)[N+](=O)[O-])C=CC(=C1)C(=O)NCCOCCOCCOCCN 2-acetamido-N4-(2-(2-(2-(2-aminoethoxy)ethoxy)ethoxy)ethyl)-N1-(5-nitrothiazol-2-yl)terephthalamide